CO[C@]1(CNCC[C@H]1O)C rac-(cis)-3-methoxy-3-methylpiperidin-4-ol